4-(2-chloro-5-fluoro-3-((3R,9aS)-3-(4-oxo-6-(trifluoromethyl)-1,4-dihydropyridin-3-yl)octahydropyrazino[2,1-c][1,4]oxazine-8-carbonyl)phenyl)-1H-pyrrole-2-carbonitrile ClC1=C(C=C(C=C1C(=O)N1C[C@H]2CO[C@@H](CN2CC1)C1=CNC(=CC1=O)C(F)(F)F)F)C=1C=C(NC1)C#N